2-(4-tert-butylphenyl)benzo[5,6]indolo[3,2,1-jk]benzo[b]carbazole C(C)(C)(C)C1=CC=C(C=C1)C=1C=C2C=3C=C4C(=CC3N3C2=C(C1)C=1C=C2C(=CC13)C=CC=C2)C=CC=C4